5-{[(1-methylpiperidine-4-carbonyl)oxy]methyl}azelaic acid bis(4-nonyltridecyl) ester C(CCCCCCCC)C(CCCOC(CCCC(CCCC(=O)OCCCC(CCCCCCCCC)CCCCCCCCC)COC(=O)C1CCN(CC1)C)=O)CCCCCCCCC